methanesulfonic acid (S)-1-[(S)-1-(2,3-Dihydrobenzo[1,4]dioxin-2-yl) methyl]-3-methyl-piperidin-3-ylmethyl ester O1[C@H](COC2=C1C=CC=C2)CN2C[C@@](CCC2)(C)COS(=O)(=O)C